(R)-N-(cyclopropylsulfonyl)-2-((1-(6-methyl-2-(2-methyl-2H-indazol-5-yl)-4-oxo-4H-chromen-8-yl)ethyl)amino)benzamide C1(CC1)S(=O)(=O)NC(C1=C(C=CC=C1)N[C@H](C)C=1C=C(C=C2C(C=C(OC12)C1=CC2=CN(N=C2C=C1)C)=O)C)=O